2-((2-((3,4-dimethoxyphenyl)amino)-2-oxoethyl)thio)-1H-imidazole-4-carboxamid COC=1C=C(C=CC1OC)NC(CSC=1NC=C(N1)C(=O)N)=O